benzyl (1-(2-(piperidin-4-yl)ethyl)piperidin-4-yl)carbamate N1CCC(CC1)CCN1CCC(CC1)NC(OCC1=CC=CC=C1)=O